2-[(5-Fluoropyridin-3-yl)methyl]-8-methyl-N-{[(2S)-oxolan-2-yl]methyl}-4,5-dihydro-2H-furo[2,3-g]indazol-7-carboxamid FC=1C=C(C=NC1)CN1N=C2C3=C(CCC2=C1)OC(=C3C)C(=O)NC[C@H]3OCCC3